2-[(6-isoxazol-4-yl-4-oxo-3H-phthalazin-1-yl)methyl]isoindoline-1,3-dione O1N=CC(=C1)C=1C=C2C(NN=C(C2=CC1)CN1C(C2=CC=CC=C2C1=O)=O)=O